(R)-5-[1-(2-difluoromethyl-6-fluoro-phenyl)-piperidin-4-yl]-4-methyl-7-(2-trifluoromethyl-benzyl)-2,4,5,7-tetrahydro-pyrazolo[3,4-d]pyrimidin-6-one FC(C1=C(C(=CC=C1)F)N1CCC(CC1)N1C(N(C=2C([C@H]1C)=CNN2)CC2=C(C=CC=C2)C(F)(F)F)=O)F